BrC1=C(C=NC=C1)O[C@H]1C[C@H](CC1)C1=CC(=NN1C(C)(C)C)NC(CC1=CC(=NO1)C)=O N-(5-((1S,3R)-3-((4-bromopyridin-3-yl)oxy)cyclopentyl)-1-(tert-butyl)-1H-pyrazol-3-yl)-2-(3-methylisoxazol-5-yl)acetamide